CC1=NN(C(=C1)C)C=1C=CC(N(N1)C1CCN(CC1)C(C1=CC(=C(C=C1)OC)F)=O)=O 6-(3,5-dimethylpyrazol-1-yl)-2-[1-(3-fluoro-4-methoxybenzoyl)piperidin-4-yl]pyridazin-3-one